2-(3,4-dihydro-isoquinolin-2(1H)-yl)ethan-1-amine C1N(CCC2=CC=CC=C12)CCN